FC(C1=C(C=NN1C1=C2C=CN=CC2=CC=C1)C1(CC1)NC1=CC(=NC=C1)C(F)(F)F)(F)F 5-(5-(trifluoromethyl)-4-(1-((2-(trifluoromethyl)pyridin-4-yl)amino)cyclopropyl)-1H-pyrazol-1-yl)isoquinoline